bismuth (II) dipivalate C(C(C)(C)C)(=O)[O-].C(C(C)(C)C)(=O)[O-].[Bi+2]